calcium ((2R,3S,5R)-5-(4-amino-2-oxopyrimidin-1(2H)-yl)-3-((butoxyoxidophosphoryl)oxy)tetrahydrofuran-2-yl)methyl butyl phosphate P(=O)(OC[C@H]1O[C@H](C[C@@H]1OP(=O)([O-])OCCCC)N1C(N=C(C=C1)N)=O)(OCCCC)[O-].[Ca+2]